2-(3-Hydroxy-piperidin-1-yl)-1-propyl-8-[1-(3-trifluoromethyl-benzyl)-1H-pyrazol-4-yl]-1,7-dihydro-purin-6-one OC1CN(CCC1)C=1N(C(C=2NC(=NC2N1)C=1C=NN(C1)CC1=CC(=CC=C1)C(F)(F)F)=O)CCC